P(=O)(OC(C)(C)C)(OC(C)(C)C)OCOC1=C(C=CC=C1)N=NC=1C(=NC(=CC1)N)N di-tert-butyl ((2-((2,6-diaminopyridin-3-yl) diazenyl) phenoxy) methyl) phosphate